FC1=C(C=CC(=C1)OC1=C(C=CC=C1)F)C(=O)C1=CNC2=NC=C(C(=C21)N[C@H]2CO[C@@H](CC2)CN2CCCCC2)OC (2-fluoro-4-(2-fluorophenoxy)phenyl)(5-methoxy-4-(((3R,6S)-6-(piperidin-1-ylmethyl)tetrahydro-2H-pyran-3-yl)amino)-1H-pyrrolo[2,3-b]pyridin-3-yl)methanone